N-((R)-1-(3-(difluoromethyl)-2-fluorophenyl)ethyl)-4-((1-methylpiperidin-4-yl)amino)-6-oxo-1-((R)-3-(trifluoromethyl)tetrahydrofuran-3-yl)-1,6-dihydropyridine-3-carboxamide FC(C=1C(=C(C=CC1)[C@@H](C)NC(=O)C1=CN(C(C=C1NC1CCN(CC1)C)=O)[C@]1(COCC1)C(F)(F)F)F)F